CS(=O)(=O)OCCCOCC#C 3-(prop-2-yn-1-yloxy)propyl methanesulfonate